C1(CC1)CC1=CC=C(C=C1)CC 1-(cyclopropylmethyl)-4-ethylbenzene